COC=1C=C(C=CC1)S(=O)(=O)NC1CCOCC1 3-methoxy-N-(oxan-4-yl)benzene-1-sulfonamide